((2-bromothiophen-3-yl)methyl)-N-(1H-indol-3-yl)-3,3-dimethyl-2-oxoindoline-6-carboxamide BrC=1SC=CC1CN1C(C(C2=CC=C(C=C12)C(=O)NC1=CNC2=CC=CC=C12)(C)C)=O